CC(C(N)N)(C)C Dimethyl-propanediamine